FS(=O)(=O)C1=C(C=CC=C1)S(=O)(=O)F 1,2-bis(fluorosulfonyl)benzene